C(#N)C=1C=C(C=CC1F)NC(=O)[C@@H]1[C@@H](N(CC1)C(=O)C=1NC(=CC1)C=1C(=NNC1C)C(F)(F)F)C (2S,3S)-N-(3-cyano-4-fluorophenyl)-2-methyl-1-(5-(5-methyl-3-(trifluoromethyl)-1H-pyrazol-4-yl)-1H-pyrrole-2-carbonyl)pyrrolidine-3-carboxamide